1-Benzyl-1H-indole-5-carboxylic acid methyl ester COC(=O)C=1C=C2C=CN(C2=CC1)CC1=CC=CC=C1